CC1CC(OC=2CCCC(C12)=O)C=C(C)C 4-methyl-2-(2-methylprop-1-en-1-yl)-2,3,4,6,7,8-hexahydro-5H-chromen-5-one